C(C1=CC=CC=C1)N1CC2(C1)CC(C2)NC(=O)N2[C@@H](CN(C[C@@H]2C)C=2SC1=C(N2)C=CC(=C1)F)C (2R,6S)-N-{2-benzyl-2-azaspiro[3.3]heptan-6-yl}-4-(6-fluoro-1,3-benzothiazol-2-yl)-2,6-dimethylpiperazine-1-carboxamide